FC1(CC(CC1)NC=1C=2N(N=C(C1)C=1C(NC(NC1)=O)=O)C=CN2)F 5-(8-((3,3-difluorocyclopentyl)amino)imidazo[1,2-b]pyridazin-6-yl)pyrimidine-2,4(1H,3H)-dione